Methyl 3α-hydroxy-7β-methoxymethoxyl-5β-cholanoate O[C@H]1C[C@H]2C[C@@H]([C@H]3[C@@H]4CC[C@H]([C@@H](CCC(=O)OC)C)[C@]4(CC[C@@H]3[C@]2(CC1)C)C)OCOC